benzyl 5-methoxy-1,4-oxazepane-4-carboxylate COC1N(CCOCC1)C(=O)OCC1=CC=CC=C1